4-(6-aminopyridin-3-yl)-2-methylpiperazine-1-carboxylic acid tert-butyl ester C(C)(C)(C)OC(=O)N1C(CN(CC1)C=1C=NC(=CC1)N)C